FC([C@](N)(C1=CC=C(C=C1)OC)C1=CC=C(C=C1)F)(F)F (S)-2,2,2-trifluoro-1-(4-fluorophenyl)-1-(4-methoxyphenyl)ethan-1-amine